BrC=1C=C(C=C(C1)C=1SC2=C(N1)C=C1C=CC=CC1=C2)C=2SC1=C(N2)C=C2C=CC=CC2=C1 2,2'-(5-bromo-1,3-phenylene)dinaphtho[2,3-d]Thiazole